OCCCSC=1C2=CC=CC=C2C(=C2C=CC=CC12)SCCCO 9,10-bis(3-hydroxy-1-propylmercapto)anthracene